N-(3-(2-amino-6-(2-fluoro-4-(pyridin-2-yloxy)phenyl)quinazolin-8-yl)phenyl)acrylamide NC1=NC2=C(C=C(C=C2C=N1)C1=C(C=C(C=C1)OC1=NC=CC=C1)F)C=1C=C(C=CC1)NC(C=C)=O